ClC=1C(=C(C=C(C1)Cl)NC(=O)NC1=CC(=CC=C1)SC)CCO 1-[3,5-dichloro-2-(2-hydroxyethyl)phenyl]-3-(3-methylsulphanylphenyl)urea